C1=NC=CC2=CC(=CC=C12)NC(NC1=NC(=CC(=N1)NCCC(=O)N(C)C)C)=O 3-((2-(3-(isoquinolin-6-yl)ureido)-6-methylpyrimidin-4-yl)amino)-N,N-dimethylpropanamide